antimony octadecenoate C(C=CCCCCCCCCCCCCCCC)(=O)[O-].[Sb+3].C(C=CCCCCCCCCCCCCCCC)(=O)[O-].C(C=CCCCCCCCCCCCCCCC)(=O)[O-]